COC1=CC(=C(C=C1NC1=NC=NC(=C1)N1OCCC1C1=CC(=CC=C1)OCC1=NC=CC=C1)NC(C=C)=O)N1CCN(CC1)C N-(4-methoxy-2-(4-methylpiperazin-1-yl)-5-((6-(3-(3-(pyridin-2-yl-methoxy)phenyl)-isoxazolidin-2-yl)-pyrimidin-4-yl)-amino)phenyl)-acrylamide